2-(5-(trifluoromethyl)-1H-pyrazol-1-yl)acetonitrile FC(C1=CC=NN1CC#N)(F)F